BrCC1=C(C=CC=C1[N+](=O)[O-])OC 2-(bromomethyl)-1-methoxy-3-nitro-benzene